CC=1C=C(C=CC1NC1=NNC(=C1)C1=CC(=CC=C1)C=1C=NN(C1)C)O 3-methyl-4-((5-(3-(1-methyl-1H-pyrazol-4-yl)phenyl)-1H-pyrazol-3-yl)amino)phenol